ClC=1C(=CC(=NC1)OC)C1=CC(=NN1)C(=O)N1CCC(CC1)C(=O)N[C@@H](C)C1=CC(=CC=C1)Cl (S)-1-[5-(5-chloro-2-methoxypyridin-4-yl)-1H-pyrazole-3-carbonyl]-N-[1-(3-chlorophenyl)ethyl]piperidine-4-carboxamide